C(C1=CC=CC=C1)N1C(=NC2=C1C=CC(=C2)OC(C)C)C2=C(C=C(C=C2)OCC[C@@H]2N(CCC2)C)Cl |r| (rac)-1-benzyl-2-(2-chloro-4-(2-(1-methylpyrrolidin-2-yl)ethoxy)phenyl)-5-isopropoxy-1H-benzo[d]imidazole